N1=C(C=NC=C1)C1=CN=[N+](C=C1)CCC(=O)O 3-(4-pyrazin-2-ylpyridazin-1-ium-1-yl)propionic acid